(1R,4R)-4-((5-amino-8-(pyrrolidin-1-yl)pyrido[4,3-d]pyrimidin-2-yl)amino)cyclohexane NC1=NC=C(C=2N=C(N=CC21)NC2CCCCC2)N2CCCC2